OCC(C)NC(N)=S 3-(1-hydroxyprop-2-yl)thiourea